(2-butylbenzofuran-3-yl)(4-methoxyphenyl)methanone tert-butyl-(2S)-4-(3,3-dimethylazetidin-1-yl)-3-hydroxy-4-oxo-1-((S)-2-oxopiperidin-3-yl)butan-2-ylcarbamate C(C)(C)(C)N(C(O)=O)[C@@H](C[C@H]1C(NCCC1)=O)C(C(=O)N1CC(C1)(C)C)O.C(CCC)C=1OC2=C(C1C(=O)C1=CC=C(C=C1)OC)C=CC=C2